(±)-α-ethyl-2-oxo-1-pyrrolidineacetic acid C(C)[C@H](C(=O)O)N1C(CCC1)=O |r|